methyl 1-methyl-1H-imidazole-5-carboxylate CN1C=NC=C1C(=O)OC